N-(1-(7-bromoquinoxaline-2-yl)ethyl)tetrahydro-2H-pyran-4-carboxamide BrC1=CC=C2N=CC(=NC2=C1)C(C)NC(=O)C1CCOCC1